C1(CC1)C1(CC(=NC(=C1)CO)C(=O)NC)C(=O)N 4-cyclopropyl-6-(hydroxymethyl)-N2-methylpyridine-2,4-dicarboxamide